N,N-Diethylamino-alpha-methylstyrol C(C)N(CC)C(=CC1=CC=CC=C1)C